OC1=C(C(=O)OCCCCCCCCCC)C=C(C=C1)O decyl 2,5-dihydroxybenzoate